anti-pyrophosphoric acid P(=O)(O)(O)OP(=O)(O)O